C(C)(C)(C)[Si](OC1=CC=C(C2=CC=CC=C12)B1OC(C(O1)(C)C)(C)C)(C)C tert-butyldimethyl((4-(4,4,5,5-tetramethyl-1,3,2-dioxaborolan-2-yl)naphthalen-1-yl)oxy)silane